NC=1C(=NC2=CC=CN=C2C1C1=C(C(=CC=C1)OC)C)C(=O)OCC Ethyl 3-amino-4-(3-methoxy-2-methylphenyl)-1,5-naphthyridine-2-carboxylate